C(CCCCCCCCCCCCCCCCC)(=O)OCCNCCC(=O)O 3-((2-(stearoyloxy)ethyl)amino)propanoic acid